(1R,2R)-2-ALLYL-2-METHYLCYCLOPENTANE-1-SULFONAMIDE C(C=C)[C@@]1([C@@H](CCC1)S(=O)(=O)N)C